([1,2,4]triazolo[4,3-a]pyridin-6-yl)-2-(1-isopropyl-4-oxo-benzo[4,5]thieno[2,3-d]pyridazin-3(4H)-yl)acetamide 3-(6-vinyl-3-pyridyl)propyl-4-methylbenzenesulfonate C(=C)C1=CC=C(C=N1)CCCOS(=O)(=O)C1=CC=C(C=C1)C.N=1N=CN2C1C=CC(=C2)C(C(=O)N)N2N=C(C1=C(C2=O)SC2=C1C=CC=C2)C(C)C